7-[6-Fluoro-5-methyl-2-(triphenylmethyl)-2H-indazol-4-yl]-8-[(1S)-1-phenylethoxy]quinazoline FC=1C(=C(C2=CN(N=C2C1)C(C1=CC=CC=C1)(C1=CC=CC=C1)C1=CC=CC=C1)C1=CC=C2C=NC=NC2=C1O[C@@H](C)C1=CC=CC=C1)C